(E)-2-((6-bromo-3-methylhexadec-2-en-1-yl)oxy)tetrahydro-2H-pyranid BrC(CC/C(=C/CO[C-]1OCCCC1)/C)CCCCCCCCCC